di(2-propyl amyl) phthalate C(C=1C(C(=O)OCC(CCC)CCC)=CC=CC1)(=O)OCC(CCC)CCC